[Na].C(C=1C(O)=CC=CC1)=O SALICYLALDEHYDE, SODIUM SALT